7-methoxy-2,3,4,5-tetrahydrobenzo[b][1,4]oxazepine COC1=CC2=C(OCCCN2)C=C1